ON=C(C)N1N=CN=C1C(C)NC(C1=CC(=CC(=C1)C(F)(F)F)C(F)(F)F)=O N-[1-[2-[N-hydroxy-C-methyl-carbonimidoyl]-1,2,4-triazol-3-yl]ethyl]-3,5-bis(trifluoromethyl)benzamide